S(=O)(=O)(O)OC=1C=C(C=C(C1)O)\C=C\C1=CC=C(O)C=C1 trans-Resveratrol 3-sulfate